ClC1=C(C=CC=C1F)C(N1C=NC2=C1C=NC(=C2)C(=O)N[C@H](C)\C=C\S(=O)(=O)C)C2COC2 3-((2-chloro-3-fluorophenyl)(oxetan-3-yl)methyl)-N-((R,E)-4-(methylsulfonyl)but-3-en-2-yl)-3H-imidazo[4,5-c]pyridine-6-carboxamide